CC1=C(C(=S)O)C=CC=C1 o-methylthiobenzoic acid